(S)-(1-oxo-1-((4-(6-oxo-1,6-dihydropyridin-3-yl)phenyl)amino)-3,3-diphenylpropan-2-yl)carbamic acid tert-butyl ester C(C)(C)(C)OC(N[C@H](C(NC1=CC=C(C=C1)C1=CNC(C=C1)=O)=O)C(C1=CC=CC=C1)C1=CC=CC=C1)=O